CC1=C(NC(=C1)C)\C=C\1/C(NC2=NC(=CC=C21)C(=O)NC)=O (Z)-3-(3,5-dimethyl-1H-pyrrol-2-yl)methylene-N-methyl-2-oxo-2,3-dihydro-1H-pyrrolo[2,3-b]pyridine-6-carboxamide